N,N-bis(hydroxyethyl)oxalamide OCCN(C(C(=O)N)=O)CCO